D(-)-beta-hydroxybutyryl-CoA OC(CC(=O)SCCNC(CCNC([C@@H](C(COP(OP(OC[C@@H]1[C@H]([C@H]([C@@H](O1)N1C=NC=2C(N)=NC=NC12)O)OP(=O)(O)O)(=O)O)(=O)O)(C)C)O)=O)=O)C